C(C)(C)(C)OC(=O)N1CCN(CC1)C=1C(=NC(=CC1)C(=O)OC)F 4-(2-fluoro-6-(methoxycarbonyl)pyridin-3-yl)piperazine-1-carboxylic acid tert-butyl ester